(S)-N-((2S,3R)-3-((4,4-difluorocyclohexyl)methoxy)-1-morpholino-1-oxobutan-2-yl)-2-((S)-2,2-dimethylcyclopropane-1-carbonyl)-2,6-diazaspiro[3.4]octane-8-carboxamide FC1(CCC(CC1)CO[C@@H]([C@@H](C(=O)N1CCOCC1)NC(=O)[C@@H]1CNCC12CN(C2)C(=O)[C@@H]2C(C2)(C)C)C)F